4-[[(1s,2s)-6-chloro-4-cyano-2-(piperazin-1-yl)-2,3-dihydro-1H-inden-1-yl]oxy]-3-methylbenzene ClC1=CC(=C2C[C@@H]([C@H](C2=C1)OC1=C(C=CC=C1)C)N1CCNCC1)C#N